C12(CC1)CNCCC1=C2C=CC(=C1)O 2,3,4,5-tetrahydrospiro[benzo[d]azepin-1,1'-cyclopropane]-7-ol